3-hydroxy-3-(4-pyridinyl)-2,4-dihydro-2,6-naphthyridin-1-one OC1(NC(C2=CC=NC=C2C1)=O)C1=CC=NC=C1